(2-cyano-4-(1-(2,6-dichlorophenyl)azetidin-3-yl)-6-methylbenzyl)-piperidine-4-carboxylic acid C(#N)C1=C(CN2CCC(CC2)C(=O)O)C(=CC(=C1)C1CN(C1)C1=C(C=CC=C1Cl)Cl)C